7-fluoro-4-((S)-8-fluoro-4-(methyl((R)-pyrrolidin-3-yl)amino)-2-((tetrahydro-1H-pyrrolizin-7a(5H)-yl)methoxy)-6-(trifluoromethyl)quinazolin-7-yl)benzo[d]thiazol-2-amine FC1=CC=C(C=2N=C(SC21)N)C2=C(C=C1C(=NC(=NC1=C2F)OCC21CCCN1CCC2)N([C@H]2CNCC2)C)C(F)(F)F